6-(1-methylpyrrolidin-3-yl)-4-morpholino-2-((3-phenyl-1H-pyrazol-5-yl)methyl)furo[3,2-d]pyrimidine CN1CC(CC1)C1=CC=2N=C(N=C(C2O1)N1CCOCC1)CC1=CC(=NN1)C1=CC=CC=C1